ClC1=C2C=C(NC2=CC=C1)CN1C(N(C=2N=C(N(C2C1=O)C)NC1=CC(=NC=C1)[C@@H]1[C@@H](C1)C(=O)O)C)=O |r| (±)-cis-2-(4-((1-((4-chloro-1H-indol-2-yl)methyl)-3,7-dimethyl-2,6-dioxo-2,3,6,7-tetrahydro-1H-purin-8-yl)amino)pyridin-2-yl)cyclopropanecarboxylic acid